[Cl-].C[N+](CCOC(C(=C)C)=O)(C)C N,N,N-trimethyl-2-[(2-methyl-1-oxo-2-propen-1-yl)oxy]ethanaminium chlorid